ethyl {6-[(2R)-butan-2-yl]-5,8-dioxo-2-(trifluoromethyl)-5,6,7,8-tetrahydro-4H-pyrazolo[1,5-a]pyrrolo[3,4-d]pyrimidin-4-yl}acetate C[C@H](CC)N1C(C=2N(C=3N(C(C2C1)=O)N=C(C3)C(F)(F)F)CC(=O)OCC)=O